2,2',3-trifluorobenzidine FC1=C(C=CC(=C1F)N)C1=C(C=C(N)C=C1)F